C(C)N1C(NC2=CC(=CC(=C2C1)[C@H]1NCCC1)C=1C=C2C(=NC1)NC=C2C)=O (S)-3-ethyl-7-(3-methyl-1H-pyrrolo[2,3-b]pyridin-5-yl)-5-(pyrrolidin-2-yl)-3,4-dihydro-quinazolin-2(1H)-one